1-carboxy-2-sulfo-5-(trimethoxysilyl)pentane C(=O)(O)CC(CCC[Si](OC)(OC)OC)S(=O)(=O)O